C(C)OC(=O)C=1N=C(N(C1C=1C(=NC(=CC1)OC)Cl)C)CC1=CC=C(C=C1)OC(F)F 5-(2-chloro-6-methoxypyridin-3-yl)-2-(4-(difluoromethoxy)benzyl)-1-methyl-1H-imidazole-4-carboxylic acid ethyl ester